2-(3-chloro-5-(trifluoromethyl)pyridin-2-yl)ethanol ClC=1C(=NC=C(C1)C(F)(F)F)CCO